BrC1=CC(=C(C=C1)N1C[C@H](CC1)OC1=C(C=[C-]C=N1)Cl)C=C (S)-6-(1-(4-bromo-2-vinylphenyl)pyrrolidin-3-yloxy)-5-chloropyridine-3-ide